tert-butyl ((R)-1-(3-chloro-6-(((2R,7aS)-2-fluorotetrahydro-1H-pyrrolizin-7a(5H)-yl)methoxy)pyrimido[5,4-c]pyridazin-8-yl)piperidin-3-yl)(methyl)carbamate ClC1=CC2=C(N=N1)C(=NC(=N2)OC[C@]21CCCN1C[C@@H](C2)F)N2C[C@@H](CCC2)N(C(OC(C)(C)C)=O)C